N,N-bis(carboxymethyl)serine C(=O)(O)CN([C@@H](CO)C(=O)O)CC(=O)O